C(C)OC(=O)C1=NN(C(=C1)C(C)C)C1=C(C=C(C=C1)Cl)Cl 1-(2,4-dichlorophenyl)-5-isopropyl-pyrazole-3-carboxylic acid ethyl ester